O1CCOC(C1)C=O [1,4]Dioxane-5-formaldehyde